tert-Butyl 3-(3-bromo-2-fluorobenzyl)-4-(hydroxyimino)-2-azabicyclo[3.1.1]heptane-2-carboxylate BrC=1C(=C(CC2N(C3CC(C2=NO)C3)C(=O)OC(C)(C)C)C=CC1)F